methyl 2-{[4-(difluoromethoxy)phenyl]amino}-5-fluoro-4-(tetramethyl-1,3,2-dioxaborolan-2-yl)benzoate FC(OC1=CC=C(C=C1)NC1=C(C(=O)OC)C=C(C(=C1)B1OC(C(O1)(C)C)(C)C)F)F